ClC1=CC(=C(C=C1)C1(OC2=C(O1)C=CC=C2C2CCN(CC2)CC=2N(C(=NN2)C=O)C[C@H]2OCC2)C)F 5-((4-(2-(4-chloro-2-fluorophenyl)-2-methylbenzo[d][1,3]dioxol-4-yl)piperidin-1-yl)methyl)-4-(((S)-oxetan-2-yl)methyl)-4H-1,2,4-triazole-3-carbaldehyde